OCCNC1=C(C=CC=C1[N+](=O)[O-])C (2-hydroxyethyl)amino-3-nitro-methylbenzene